ClC=1C(=C2C(=NC1C)CN(C2)C(CC2CN(C2)C2=NC=CC=C2)=O)C 1-(3-Chloro-2,4-dimethyl-5,7-dihydro-6H-pyrrolo[3,4-b]pyridin-6-yl)-2-(1-pyridylazetidin-3-yl)ethan-1-one